dihydroxyacetone phosphate P(=O)(O)(O)O.OC(C(C)=O)O